6-(2,5-dimethylpiperazin-1-yl)-1-(m-tolyl)-1H-indazole CC1N(CC(NC1)C)C1=CC=C2C=NN(C2=C1)C=1C=C(C=CC1)C